COC(=O)C=1N(C=CC1)NC(=S)NC(C1=CC=CC=C1)=O 1-(3-benzoylthioureido)-1H-pyrrole-2-carboxylic acid methyl ester